C(CCCCCCCCCCCCCCCCC)P(=O)=C(O)C[N+](C)(C)C octadecyl-phosphorylcholine